(1R,2S,5R)-2-isopropyl-5-methylcyclohexyl 4-methylbenzenesulfonate CC1=CC=C(C=C1)S(=O)(=O)O[C@H]1[C@@H](CC[C@H](C1)C)C(C)C